C(C)C([O-])CC.[Mg+2].C(C)C([O-])CC magnesium ethyl-propoxide